NC=1C(=NC(=CN1)C1=CC(=C(C(=C1)C)OCCCOC)C)N1N=CC(=C1)C(=O)N 1-(3-amino-6-{4-[(3-methoxypropyl)oxy]-3,5-dimethylphenyl}pyrazin-2-yl)pyrazole-4-carboxamide